(3S)-3-[4-(morpholin-4-ylmethyl)phenyl]-2,3-dihydro[1,4]dioxino[2,3-b]pyridine N1(CCOCC1)CC1=CC=C(C=C1)[C@H]1COC=2C(=NC=CC2)O1